3-methylimidazole tribromide [Br-].[Br-].[Br-].CN1C=NC=C1